Methyl (8R)-8-methyl-5,6,7,8-tetrahydro-1,5-naphthyridine-2-carboxylate C[C@@H]1CCNC=2C=CC(=NC12)C(=O)OC